NC=1C=C(C=CC1[N+](=O)[O-])C=1CCN(CC1)C(=O)OC(C)(C)C tert-butyl 4-(3-amino-4-nitrophenyl)-3,6-dihydropyridine-1(2H)-carboxylate